C(#N)C[C@@H]1N(CCN(C1)C=1C2=C(N=CN1)CNCC2)C(=O)OCC2=CC=CC=C2 benzyl (2S)-2-(cyanomethyl)-4-(5,6,7,8-tetrahydropyrido[3,4-d]pyrimidin-4-yl)piperazine-1-carboxylate